C(C)C1=C(C=C(C=O)C(=C1C)OC)C=O 4-ethyl-5-methyl-6-methoxyisophthalaldehyde